trans-rac-4-Cyano-N-(5-(2,2-dichloro-3-(3,5-dichlorophenyl)cyclopropane-1-carboxamido)-2-fluorophenyl)-2-methylbenzamide C(#N)C1=CC(=C(C(=O)NC2=C(C=CC(=C2)NC(=O)[C@@H]2C([C@H]2C2=CC(=CC(=C2)Cl)Cl)(Cl)Cl)F)C=C1)C |r|